C(#N)/C(/C(=O)NC1=CC=C(C=C1)S(N(C)CCOC)(=O)=O)=C(\C=1C=NOC1C)/O (Z)-2-Cyano-3-hydroxy-N-(4-(N-(2-methoxyethyl)-N-methylsulfamoyl)phenyl)-3-(5-methylisoxazol-4-yl)acrylamide